FC1=C(C=CC(=C1)C(C(F)(F)F)(C(F)(F)F)O)C1=CC=C(C=C1)NC1=CC=CC=C1 N-(2'-fluoro-4'-(1,1,1,3,3,3-hexafluoro-2-hydroxypropan-2-yl)-[1,1'-biphenyl]-4-yl)aniline